ClC1=C2C(N(C(NC2=C(C=C1)S(=O)(=O)C1=CC=C2C=CN(C2=C1)C=1SC=C(C1)N(C)C)=O)O)=O 5-chloro-8-((1-(4-(dimethylamino)thiophen-2-yl)-1H-indol-6-yl)sulfonyl)-3-hydroxyquinazoline-2,4(1H,3H)-dione